C(C=C)(=O)O.C(C=C)(=O)O.C=1(C(=CC=CC1)C)C xylene diacrylate